8,10-dihydro-7H-naphthacene-5,12-dione C1=CC=CC=2C(C3=CC=4CCCCC4C=C3C(C12)=O)=O